NC=1SC2=C(N1)C=C(C=C2)S(=O)(=O)N([C@@H](C(F)(F)F)C2=CC=C(C=C2)F)CC (R)-2-amino-N-ethyl-N-(2,2,2-trifluoro-1-(4-fluorophenyl)ethyl)benzo[d]thiazole-5-sulfonamide